(3S,4Z,6Z,8E)-Ethyl 3,7-Dimethyl-9-(tri-n-butylstannyl)nona-4,6,8-trienoate C[C@@H](CC(=O)OCC)\C=C/C=C(\C=C\[Sn](CCCC)(CCCC)CCCC)/C